C1(=CC=CC=C1)C(Cl)Cl.[Ru] ruthenium (phenyl-methylene) dichloride